ethyl 1-ethoxyethyl ether C(C)OC(C)OCC